2-[4-(4-CHLORoPHENOXY)-2-(TRIFLUORoMETHYL)PHENYL]-1-(1,2,4-TRIAZOL-1-YL)PROPAN-2-OL ClC1=CC=C(OC2=CC(=C(C=C2)C(CN2N=CN=C2)(C)O)C(F)(F)F)C=C1